N-(2-((1S,3S,5S)-3-cyano-2-azabicyclo[3.1.0]hex-2-yl)-2-oxoethyl)-7-fluoro-2-methylquinoline-4-carboxamide C(#N)[C@H]1N([C@H]2C[C@H]2C1)C(CNC(=O)C1=CC(=NC2=CC(=CC=C12)F)C)=O